(S)-1'-(6-amino-5-((2-amino-3-chloropyridin-4-yl)thio)-3-fluoropyrazin-2-yl)-4,6-dihydrospiro[cyclopenta[d]thiazole-5,4'-piperidin]-6-amine NC1=C(N=C(C(=N1)N1CCC2(CC1)[C@@H](C1=C(N=CS1)C2)N)F)SC2=C(C(=NC=C2)N)Cl